C(C=C)(=O)NCCCC[C@@H](C(=O)N1CCN(CC1)S(=O)(=O)C1CCCCC1)NC(OCC1=CC=CC=C1)=O (S)-benzyl (6-acrylamido-1-(4-(cyclohexylsulfonyl)piperazin-1-yl)-1-oxohexan-2-yl)carbamate